OC1=CC=C(C=C1)NC(=O)C1=CC=C(C=C1)C1=CC=C(C=C1)O N-(4-hydroxyphenyl)-4'-hydroxybiphenyl-4-carboxamide